C1(CCCC1)/C=C/C1=C(N=C(S1)NC(CCNC(C1=CC(=CC=C1)C1=NOC(=N1)C)=O)=O)C N-[3-[[5-[(E)-2-cyclopentylvinyl]-4-methyl-thiazol-2-yl]amino]-3-oxo-propyl]-3-(5-methyl-1,2,4-oxadiazol-3-yl)benzamide